C(C)(C)(C)[Si](OC\C=C\B1OC(C(O1)(C)C)(C)C)(C)C (E)-tert-butyldimethyl-((3-(4,4,5,5-tetramethyl-1,3,2-dioxaborolan-2-yl)allyl)oxy)silane